(1s,3s)-3-(5-(2-(3-(benzyloxy)-2-formyl-5-methoxyphenoxy)acetamido)-1-(tert-butyl)-1H-pyrazol-3-yl)cyclobutyl isopropylcarbamate C(C)(C)NC(OC1CC(C1)C1=NN(C(=C1)NC(COC1=C(C(=CC(=C1)OC)OCC1=CC=CC=C1)C=O)=O)C(C)(C)C)=O